(E)-3-(3-chlorophenyl)prop-2-enal ClC=1C=C(C=CC1)/C=C/C=O